FC=1C=C(C=CC1F)/C=C/C(=O)Cl E-3-(3,4-difluorophenyl)acryloyl chloride